C(C)(=O)C1=CC=C(C[C@@H](N)C(=O)O)C=C1 para-acetyl-D-phenylalanine